α-ethylacrylamide C(C)C(C(=O)N)=C